NC1=C2C(=NC=N1)N(N=C2C2=CC=C(C=C2)CNC(C2=C(C=CC(=C2)F)OC)=O)C[C@H]2[C@@H](CCCC2)CN(C(=O)N2N=CN=C2)C N-(((1R,2R)-2-((4-amino-3-(4-((5-fluoro-2-methoxybenzamido)methyl)phenyl)-1H-pyrazolo[3,4-d]pyrimidin-1-yl)methyl)cyclohexyl)methyl)-N-methyl-1H-1,2,4-triazole-1-carboxamide